(5-Fluoro-2-pyridyl)-(1-methoxycyclopropyl)methanone tert-butyl-4-[5-methyl-1-[4-(trifluoromethyl)phenyl]pyrazol-3-yl]piperazine-1-carboxylate C(C)(C)(C)OC(=O)N1CCN(CC1)C1=NN(C(=C1)C)C1=CC=C(C=C1)C(F)(F)F.FC=1C=CC(=NC1)C(=O)C1(CC1)OC